CC1(C2=C(C(NC1)=O)C(=C(N2)C2=CC(=NC=C2)NC(C(C)C2=CC=C(C=C2)F)=O)C2=CC=CC=C2)C N-[4-(7,7-dimethyl-4-oxo-3-phenyl-4,5,6,7-tetrahydro-1H-pyrrolo[3,2-c]pyridin-2-yl)pyridin-2-yl]-2-(4-fluorophenyl)propanamide